CC=1NC(=C(C1)C)C1=C(C(C2=CC=CC=C12)C1C(NC2=CC=CC=C12)=O)C 3-[2,4-dimethylpyrrol-5-yl-methyl-indenyl]-2-indolinone